C(=O)(O)CCNCCCCCCCCCCCCCCCCCC.[Na] sodium N-(2-carboxyethyl)-octadecylamine